C(C(C)C)(=O)C(C(=O)NC1=CC=CC=C1)C(C(F)=O)C1=CC=CC=C1 (±)-α-isobutyryl-γ-oxo-N,β-diphenyl-4-fluorobutyramide